CN1C(=NC2=C(C=C(C=C2C1=O)C)[C@H](C)NC1=C(C(=O)NOC)C=CC=C1)N1CCCCC1 (S)-2-((1-(3,6-dimethyl-4-oxo-2-(piperidin-1-yl)-3,4-dihydroquinazolin-8-yl)ethyl)amino)-N-methoxybenzamide